ClC1=CC=2N(C=C1)C1=C(N2)C=C(C=C1)I 3-chloro-7-iodobenzo[4,5]imidazo[1,2-a]pyridine